4-(1,2-dihydroxypropan-2-yl)thiophene-2-sulfonamide OCC(C)(O)C=1C=C(SC1)S(=O)(=O)N